(4aS,9aR)-7-(difluoromethoxy)-6-fluoro-2,3,4,4a,9,9a-hexahydroindeno[2,1-b][1,4]oxazine hydrochloride Cl.FC(OC1=CC=2C[C@H]3OCCN[C@H]3C2C=C1F)F